C(C=C)C1(C(C(=CC=C1)C1=CC(=CC=C1)CC=C)O)O 3,3'-diallylbiphenyl-diol